C(CCCCCCC)SSCCOC(CCN(C(CCCCCCCCC(=O)OCC(CCCCCC)CCCCCC)CCCCCCCCC(=O)OCC(CCCCCC)CCCCCC)CCCN1CCCC1)=O bis(2-hexyloctyl) 10-((3-(2-(octyldisulfaneyl)ethoxy)-3-oxopropyl)(3-(pyrrolidin-1-yl)propyl)amino)nonadecanedioate